1-[4-[(2R,5R)-4-methoxy-5-methyl-2-piperidyl]phenyl]-4-methyl-Piperazine COC1C[C@@H](NC[C@H]1C)C1=CC=C(C=C1)N1CCN(CC1)C